C(C1=CC=CC=C1)OCC1=NN(C(N1CC)=O)C1=CC(=C(C(=O)NC2=C(C(=NC=C2C)OC)Cl)C=C1F)C(CO)C(=C)C 4-(3-((Benzyloxy)methyl)-4-ethyl-5-oxo-4,5-dihydro-1H-1,2,4-triazol-1-yl)-N-(3-chloro-2-methoxy-5-methylpyridin-4-yl)-5-fluoro-2-(1-hydroxy-3-methylbut-3-en-2-yl)benzamide